C(C)OC(=O)C1C2(CCC(C1)CC2)NC2=NC(=NN1C2=CC=C1NC(C)=O)Cl ((7-acetamido-2-chloropyrrolo[2,1-f][1,2,4]triazin-4-yl)amino)bicyclo[2.2.2]octane-2-carboxylic acid ethyl ester